Cl.NCC(CN1N=C2C(C(N(CC2)C2CCCC2)=O)=C1)=CF 2-(2-(aminomethyl)-3-fluoroallyl)-5-cyclopentyl-2,5,6,7-tetrahydro-4H-pyrazolo[4,3-c]pyridin-4-one hydrochloride